tetrahydro-2H-pyran-4-yl (4S,7R)-4-(2,4-difluoro-3-hydroxyphenyl)-7-(2-methoxyphenyl)-2-methyl-5-oxo-1,4,5,6,7,8-hexahydroquinoline-3-carboxylate FC1=C(C=CC(=C1O)F)[C@@H]1C(=C(NC=2C[C@H](CC(C12)=O)C1=C(C=CC=C1)OC)C)C(=O)OC1CCOCC1